ClC1=CC=C2C(=N1)OCCC2=O 7-chloro-2,3-dihydro-4H-pyrano[2,3-b]pyridin-4-one